S1C2=C(C=C1C=1C=CC3=C(C4=C(O3)C(=CC=C4)NC(C)C4=CC=CC=C4)C1)C=CC=C2 8-(benzo[b]thiophen-2-yl)-N-(1-phenylethyl)dibenzo[b,d]furan-4-amine